N-(4-carbamoyl-phenyl)-2-(4-fluoro-2-methylphenoxy)-4-(trifluoromethyl)benzamide C(N)(=O)C1=CC=C(C=C1)NC(C1=C(C=C(C=C1)C(F)(F)F)OC1=C(C=C(C=C1)F)C)=O